C(C)(C)(C)OC(=O)N1CCN(CC1)C1=CC=C(C=C1)C(F)(F)F 4-(4-(trifluoromethyl)-phenyl)-piperazine-1-carboxylic acid tert-butyl ester